NCC=1C=NC(=NC1)C1=C(C=C(C#N)C=C1)SC1=CN=NC(=C1)N1CCCCC1 4-[5-(aminomethyl)pyrimidin-2-yl]-3-(6-piperidin-1-ylpyridazin-4-yl)sulfanylbenzonitrile